C(C)S(=O)(=O)C=1C(=NC=C(C1)C(F)(F)F)C=1C=C2CCC(N(C2=CN1)CC(C(F)(F)F)(F)F)=O 6-[3-ethylsulfonyl-5-(trifluoromethyl)-2-pyridyl]-1-(2,2,3,3,3-pentafluoropropyl)-3,4-dihydro-1,7-naphthyridin-2-one